2-phenylpyrrolidin-1-yl-methanone C1(=CC=CC=C1)C1N(CCC1)C=O